cadmium-indium [In].[Cd]